(S)-2-amino-N-(3-chloro-4-fluorophenyl)-3-hydroxy-N-methylpropanamide N[C@H](C(=O)N(C)C1=CC(=C(C=C1)F)Cl)CO